CN1CCC(CC1)NC1=C(C=C(C(=O)OCC)C=C1)[N+](=O)[O-] ethyl 4-((1-methylpiperidin-4-yl) amino)-3-nitrobenzoate